1-(5-methoxy-4-(3-(1-methyl-1H-pyrazol-3-yl)phenyl)-6-(pyridin-4-ylamino)pyrimidin-2-yl)pyrrolidin-2-one COC=1C(=NC(=NC1NC1=CC=NC=C1)N1C(CCC1)=O)C1=CC(=CC=C1)C1=NN(C=C1)C